2-(4-cyclopropyl-6-methoxypyrimidin-5-yl)-5-methyl-8-(3-fluoro-4-(1-ethyl-4-(trifluoromethyl)-1H-imidazol-2-yl)benzyl)-7,8-dihydropteridin-6(5H)-one C1(CC1)C1=NC=NC(=C1C1=NC=2N(CC(N(C2C=N1)C)=O)CC1=CC(=C(C=C1)C=1N(C=C(N1)C(F)(F)F)CC)F)OC